4-epoxy-6-methyl-cyclohexylmethyl 3,4-epoxy-6-methylcyclohexanecarboxylate CC1CC2C(CC1C(=O)OCC1CC3C(C(C1)C)O3)O2